C(C)(=O)OC=1C(=CC=C2C=CC=NC12)[N+](=O)[O-] 7-nitroquinoline-8-ol acetate